3-methyl-5H-benzo[b]carbazole-6,11-dione CC1=CC=C2C=3C(C4=C(C(C3NC2=C1)=O)C=CC=C4)=O